N1(CCCC1)CCOC1=CC=C(N)C=C1 4-(2-pyrrolidin-1-ylethoxy)aniline